Dimethyl ((2-methyl-2H-1,2,3-triazol-4-yl)sulfonyl)carbonimidodithioate CN1N=CC(=N1)S(=O)(=O)N=C(SC)SC